C(C)OC(CCCCCCCCCCCC\C=C/CCO)OCC (3Z)-17,17-diethoxy-3-heptadecen-1-ol